[Cl-].C(CCCCCC)[NH+]1CC(CC1)CC 1-heptyl-3-ethylpyrrolidinium chloride